[5-bromo-6-(1-methyl-2-phenoxyethoxy)-2-methylpyridin-3-yl]-N-ethyl-N-methylformamidine BrC=1C=C(C(=NC1OC(COC1=CC=CC=C1)C)C)C(=N)N(C)CC